3-chloro-5-ethylpyrazolo[1,5-a]pyrimidin-7-amine ClC=1C=NN2C1N=C(C=C2N)CC